3-((Difluoromethyl)sulfinyl)-2-methylbenzene FC(S(=O)C=1C(=CC=CC1)C)F